(S)-4-((5-(2-(3-chloro-4-cyanophenyl)-3-methyl-2,8-diazaspiro[4.5]dec-8-carbonyl)pyridine-2-yl)thio)piperidine-1-carboxylate ClC=1C=C(C=CC1C#N)N1CC2(C[C@@H]1C)CCN(CC2)C(=O)C=2C=CC(=NC2)SC2CCN(CC2)C(=O)[O-]